ClC1=CC=C(CON2C(C3=CC=CC=C3C2)=O)C=C1 ((4-chlorobenzyl)oxy)isoindolin-1-one